1-iodo-2,4-dinitrobenzene IC1=C(C=C(C=C1)[N+](=O)[O-])[N+](=O)[O-]